2,5-dimethyl-2,5-bis-2-ethyl-hexanoylperoxyhexane CC(C(=O)OOCCCCCC)(CCC(C)(CC)C)CC